C1(CC1)NC(=O)C=1C=NN2C1N=C(C=C2NC)NC=2C(N(C=CC2)C2=NN(C(=C2)C)C)=O N-cyclopropyl-5-((1-(1,5-dimethyl-1H-pyrazol-3-yl)-2-oxo-1,2-dihydropyridin-3-yl)amino)-7-(methylamino)pyrazolo[1,5-a]pyrimidine-3-carboxamide